tert-butyl 4-(4-amino-2-fluoro-phenyl)-1,4-diazepane-1-carboxylate NC1=CC(=C(C=C1)N1CCN(CCC1)C(=O)OC(C)(C)C)F